N1=C(C=CC=C1)S(=O)(=O)N1C(CCC1)C(=O)NCC1=CN(C(C(=C1)C1=CC=C(C=C1)C(F)(F)F)=O)C(C)C pyridin-2-ylsulfonyl-N-[[1-isopropyl-6-oxo-5-[4-(trifluoromethyl)phenyl]-3-pyridyl]methyl]pyrrolidine-2-carboxamide